C(C)OC=1C=C2C(=NC(=NC2=CC1OC)C)N[C@H](C)C1=CC(=CC=C1)C=1C=NN(C1)CC 6-ethoxy-N-{(1R)-1-[3-(1-ethyl-1H-pyrazol-4-yl)phenyl]ethyl}-7-methoxy-2-methylquinazolin-4-amine